COCCOCCOCCOCC(=C)C=1C=C(C=CC1)C(=COCCOCCOCCOC)C 13-(3-(2,5,8,11-tetraoxatetradec-13-en-13-yl)phenyl)-2,5,8,11-tetraoxatetradec-12-ene